ClC1=C(C(=O)NC=2C=NC=CC2)C(=CC=N1)Cl 2,4-Dichloro-N-(pyridin-3-yl)nicotinamide